hydroxyoctadecyltrimethylammonium lysine salt N[C@@H](CCCCN)C(=O)[O-].OCCCCCCCCCCCCCCCCCC[N+](C)(C)C